ClC=1C=NC2=CC=C(C=C2C1NC)C=1C=C(C=CC1)NC(C=C)=O N-{3-[3-chloro-4-(methylamino)quinolin-6-yl]phenyl}prop-2-enamide